ethyl 7-cyano-5-hydroxy-2-methylbenzofuran-3-carboxylate C(#N)C1=CC(=CC=2C(=C(OC21)C)C(=O)OCC)O